(1-methyl-2-oxo-1,2-dihydropyridin-3-yl)methyl methanesulfonate CS(=O)(=O)OCC=1C(N(C=CC1)C)=O